NC1=CC=C(C=C1)NC1=CC=C(C=C1)N N-(4'-aminophenyl)-para-phenylenediamine